OC=1C(=C(C(=O)OC(C)C)C=CC1)N isopropyl 3-hydroxy-2-aminobenzoate